NC1=CC(=C(C=N1)N1CCN(C2(CC2)C1)C(=O)C1=NC=C(C(=C1)OC)OC1=CC=CC=C1)OC [7-(6-Amino-4-methoxy-pyridin-3-yl)-4,7-diaza-spiro[2.5]oct-4-yl]-(4-methoxy-5-phenoxy-pyridin-2-yl)-methanone